C[C@@](C(=O)O)(C(C)C)NC(C(F)(F)F)=O (S)-2,3-dimethyl-2-(2,2,2-trifluoroacetamido)butanoic acid